p-carbamoylvinyl-phenol C(N)(=O)C=CC1=CC=C(C=C1)O